(S)-2-hydroxy-6-((1-(2-vinylnicotinyl)piperidin-2-yl)methoxy)benzaldehyde OC1=C(C=O)C(=CC=C1)OC[C@H]1N(CCCC1)CC1=C(N=CC=C1)C=C